CN(C(/C=C/CC[C@@H](C(=O)NC=1C(N(C=CC1)CC=1NC2=C(C(=NC=C2)C=C(C)C)N1)=O)NC(OC)=O)=O)C methyl (S,E)-(7-(dimethylamino)-1-((1-((4-(2-methylprop-1-en-1-yl)-1H-imidazo[4,5-c]pyridin-2-yl)methyl)-2-oxo-1,2-dihydropyridin-3-yl)amino)-1,7-dioxohept-5-en-2-yl)carbamate